(R)-2,4-dichloro-ALPHA-methyl-benzylamine ClC1=C([C@@H](C)N)C=CC(=C1)Cl